racemic-9b-chloro-4b-hydroxy-7-((trans)-2-methylcyclopropyl)-4-nitro-4b,9b-dihydro-10H-indeno[1,2-b]benzofuran-10-one ClC12C(OC3=C1C=CC(=C3)[C@H]3[C@@H](C3)C)(C3=C(C=CC=C3C2=O)[N+](=O)[O-])O